Myristyl palmityl ketone C(CCCCCCCCCCCCCCC)C(=O)CCCCCCCCCCCCCC